C1OCC12CCN(CC2)C(CC)=O 1-(2-oxa-7-azaspiro[3.5]nonan-7-yl)propan-1-one